((5-ethyl-1-methyl-4-oxo-4,5-dihydro-1H-pyrrolo[3,2-c]pyridin-3-yl)amino)-6-((5-fluoropyridin-2-yl)amino)nicotinic acid methyl ester COC(C1=C(N=C(C=C1)NC1=NC=C(C=C1)F)NC1=CN(C2=C1C(N(C=C2)CC)=O)C)=O